4-Amino-N-(3-((6-(benzyloxy)-3-bromoquinoline-5-yl)oxy)-2-fluoropropyl)-1,2-dimethylpiperidine-2-carboxamide NC1CC(N(CC1)C)(C(=O)NCC(COC1=C2C=C(C=NC2=CC=C1OCC1=CC=CC=C1)Br)F)C